FC(OC1=CC=C(C=C1)C1=CN=C2N1C=CN=C2NC2=CC(=C(C(=O)N1CCN(CC1)C(=O)C1=CC(=NC=N1)C(=O)O)C=C2)C)F 6-[4-[4-[[3-[4-(difluoromethoxy)phenyl]imidazo[1,2-a]pyrazin-8-yl]amino]-2-methylbenzoyl]piperazine-1-carbonyl]pyrimidine-4-carboxylic acid